FC=1C=C(C=C(C1)F)[C@@H]1CC[C@H]2OC3(C(N21)=O)CC(C3)OC=3C2=C(N=CN3)SC(=C2)C (1r,3R,5'S,7a'R)-5'-(3,5-difluorophenyl)-3-[(6-methylthieno[2,3-d]pyrimidin-4-yl)oxy]tetrahydro-3'H-spiro[cyclobutane-1,2'-pyrrolo[2,1-b][1,3]oxazol]-3'-one